1-CHLORONAPHTHALENE-3-BORONIC ACID ClC1=CC(=CC2=CC=CC=C12)B(O)O